[Si](C1=CC=CC=C1)(C1=CC=CC=C1)(C(C)(C)C)OCC[C@H](CCC)NC=1C2=C(N=C(N1)NC(=O)OC)C=NN2CC=2C=CC(=NC2)C2CCN(CC2)C(=O)OC(C)(C)C tert-butyl (s)-4-(5-((7-((1-((tert-butyldiphenylsilyl)oxy)hexan-3-yl)amino)-5-((methoxycarbonyl)amino)-1H-pyrazolo[4,3-d]pyrimidin-1-yl)methyl)pyridin-2-yl)piperidine-1-carboxylate